[Cl-].[Cl-].[Cl-].C(C)(C)(C)O tertbutanol trichloride